(R)-4-(7-(1-(difluoromethyl)-1H-pyrazol-4-yl)-2-(1H-pyrrolo[2,3-b]pyridin-4-yl)thieno[3,2-d]pyrimidin-4-yl)-3-methylmorpholine FC(N1N=CC(=C1)C1=CSC2=C1N=C(N=C2N2[C@@H](COCC2)C)C2=C1C(=NC=C2)NC=C1)F